C=1OC=CC2=NC=3C=CC=CC3C21 pyrano[4,3-b]indole